(E)-4-methoxy-N-(7-(2-methoxyethoxy)-3,4-dihydronaphthalen-1(2H)-ylidene)-3,5-dimethylaniline COC1=C(C=C(/N=C/2\CCCC3=CC=C(C=C23)OCCOC)C=C1C)C